(R)-5-(2-(1H-indol-3-yl)ethyl)-6-((tetrahydro-2H-pyran-4-yl)methyl)-5,6,7,8-tetrahydro-[1,3]dioxolo[4,5-g]isoquinoline N1C=C(C2=CC=CC=C12)CC[C@H]1N(CCC=2C=C3C(=CC12)OCO3)CC3CCOCC3